FC1=CC=C(C=C1)C=1N=C(N(C1C1=CC=C(C=C1)F)/C=C/[C@@H](C[C@H](CC(=O)O)O)O)C(C)C (3R,5R,6E)-7-[4,5-bis(4-fluorophenyl)-2-(propan-2-yl)-1H-imidazol-1-yl]-3,5-dihydroxyhept-6-enoic acid